2-(2,4-dinitrophenylazo)-1-naphthol [N+](=O)([O-])C1=C(C=CC(=C1)[N+](=O)[O-])N=NC1=C(C2=CC=CC=C2C=C1)O